Cl.Cl.C1N(CCC2=CC=CC=C12)C[C@H](CN1CCOC2=C(C1=O)C=CC(=C2)O[C@@H]2CNCC2)O 4-[(2R)-3-(3,4-dihydro-1H-isoquinolin-2-yl)-2-hydroxy-propyl]-8-[(3S)-pyrrolidin-3-yl]oxy-2,3-dihydro-1,4-benzoxazepin-5-one dihydrochloride